C1(CCCC1)N1N=C(C=C1C1=C(C=CC=C1OC)OC)C(=O)O 1-cyclopentyl-5-(2,6-dimethoxyphenyl)-1H-pyrazole-3-carboxylic acid